N-(5-fluoro-4-(1-methyl-1H-benzo[d]imidazol-5-yl)pyrimidin-2-yl)-6-methyl-5,6,7,8-tetrahydro-1,6-naphthyridin-3-amine FC=1C(=NC(=NC1)NC=1C=NC=2CCN(CC2C1)C)C1=CC2=C(N(C=N2)C)C=C1